Cl.C(C(C)C)C1=CC(=C(C#N)C=C1)C1CNCC1 4-Isobutyl-2-pyrrolidin-3-yl-benzonitrile hydrochloride